Cl[Mg]OC(C)C chloroisopropoxymagnesium